(S)-1-(2-(4-(5-phenyl-4,5-dihydro-1H-pyrazole-1-carbonyl)piperazin-1-yl)pyrimidin-4-yl)-1H-pyrazole-4-carboxamide C1(=CC=CC=C1)[C@@H]1CC=NN1C(=O)N1CCN(CC1)C1=NC=CC(=N1)N1N=CC(=C1)C(=O)N